C(C=C)(=O)N1[C@H]([C@H](CCC1)NS(=O)(=O)C)COC1CCC(CC1)C1=CC(=CC=C1)OCCC=C N-((2R,3S)-1-acryloyl-2-((((1s,4S)-4-(3-(but-3-en-1-yloxy)phenyl)cyclohexyl)oxy)methyl)piperidin-3-yl)methanesulfonamide